4-[2-(benzyloxy)ethyl]cyclohexane-1-one C(C1=CC=CC=C1)OCCC1CCC(CC1)=O